16-hydroxy-16-methyl-5-methylsulfanyl-2,4,6,10,21-pentazatetracyclo[15.3.1.02,10.03,8]henicosa-1(21),3(8),4,6,12,17,19-heptaen-9-one OC1(CCC=CCN2C(C=3C=NC(=NC3N2C=2C=CC=C1N2)SC)=O)C